2-amino-1,3-bis(carboxyethoxy)propane hydrochloride Cl.NC(COCCC(=O)O)COCCC(=O)O